C(#N)C=1C=C(C=CC1C(=O)OC)N1COC2=C(C1)C=C(C=C2)C(=O)OC methyl 3-(3-cyano-4-(methoxycarbonyl) phenyl)-3,4-dihydro-2H-benzo[e][1,3]oxazine-6-carboxylate